34-(piperidine-1-carbonyl)-18-(p-tolylmethyl)-1,4,7,10,13,16,19,22,25,28,31-undecazacyclotetratriacontane-2,5,8,11,14,17,20,23,26,29,32-undecone N1(CCCCC1)C(=O)C1CC(NCC(NCC(NCC(NCC(NC(C(NCC(NCC(NCC(NCC(NCC(N1)=O)=O)=O)=O)=O)=O)CC1=CC=C(C=C1)C)=O)=O)=O)=O)=O